BrC1=C(C=NN1C(F)F)NS(=O)(=O)C1=CNC2=C(C(=CC=C12)Cl)C1=NC=CC=C1 N-(5-bromo-1-(difluoromethyl)-1H-pyrazol-4-yl)-6-chloro-7-(pyridin-2-yl)-1H-indole-3-sulfonamide